4-(1,2-benzisoxazol-3-yl)-1-phenylpyridine-1-ium hexafluorophosphate F[P-](F)(F)(F)(F)F.O1N=C(C2=C1C=CC=C2)C2=CC=[N+](C=C2)C2=CC=CC=C2